N-[5-[2-methyl-4-[(3R)-1-methylpyrrolidin-3-yl]oxy-pyrazol-3-yl]pyrazolo[1,5-a]pyridin-2-yl]cyclopropanecarboxamide CN1N=CC(=C1C1=CC=2N(C=C1)N=C(C2)NC(=O)C2CC2)O[C@H]2CN(CC2)C